O=C1N[C@H](CC12CCN(CC2)C(=O)OC(C)(C)C)CCOS(=O)(=O)C2=CC=C(C)C=C2 tert-butyl (R)-1-oxo-3-(2-(tosyloxy)ethyl)-2,8-diazaspiro[4.5]decane-8-carboxylate